C(C)[C@@H]1N(CCOC1)C1=NC(=NC(=C1)C1(CCNCC1)S(=O)(=O)C)C1=CC=C2C(=N1)C=C(N2)C (S)-3-ethyl-4-(2-(2-methyl-1H-pyrrolo[3,2-b]pyridin-5-yl)-6-(4-(methylsulfonyl)piperidin-4-yl)pyrimidin-4-yl)morpholine